C(CCC)NC1=NC=C(C(=N1)NC1CCC(CC1)O[Si](C)(C)C(C)(C)C)C(=O)OCC Ethyl 2-(butylamino)-4-(((1r,4r)-4-((tert-butyldimethylsilyl)oxy)cyclohexyl)amino)pyrimidine-5-carboxylate